tert-Butyl((5-methyl-6-((1-phenylcyclopropyl)carbamoyl)-1H-indol-2-yl)methyl) carbamate C(N)(OC(C=1NC2=CC(=C(C=C2C1)C)C(NC1(CC1)C1=CC=CC=C1)=O)C(C)(C)C)=O